tert-butyl 4-(2-((3R)-2,6-dioxopiperidin-3-yl)-6-fluoro-1,3-dioxoisoindolin-5-yl)piperazine-1-carboxylate O=C1NC(CC[C@H]1N1C(C2=CC(=C(C=C2C1=O)N1CCN(CC1)C(=O)OC(C)(C)C)F)=O)=O